C1(CC1)N1C(C(=CC=C1)NC(=O)C1=CC2=CN(N=C2C=C1OC)C1CCC(CC1)C=O)=O N-(1-cyclopropyl-2-oxo-1,2-dihydropyridin-3-yl)-2-((1r,4r)-4-formylcyclohexyl)-6-methoxy-2H-indazole-5-carboxamide